N-ethyl-5-fluoro-2-[1-methyl-6-[(3R)-1-{[(1r,4r)-4-ethylsulfonamido-1-hydroxycyclohexyl]methyl}pyrrolidin-3-yl]-1H-indazol-4-yl]-N-(isopropyl)benzamide C(C)N(C(C1=C(C=CC(=C1)F)C1=C2C=NN(C2=CC(=C1)[C@@H]1CN(CC1)CC1(CCC(CC1)NS(=O)(=O)CC)O)C)=O)C(C)C